OCCN1N=CC(=C1)COC=1C=CC2=C(C=C(O2)C2=C(C=NC=C2)C#N)C1 4-(5-{[1-(2-Hydroxyethyl)-1H-pyrazol-4-yl]methoxy}-1-benzofuran-2-yl)pyridine-3-carbonitrile